2-(bicyclo[1.1.1]pentan-1-yl)-5H-spiro[benzo[d]thiazole-6,4'-piperidin]-4(7H)-one C12(CC(C1)C2)C=2SC1=C(N2)C(CC2(CCNCC2)C1)=O